5'-chloro-N-(3-methylbutyl)-7'-oxo-7',8'-dihydro-6'H-spiro[cyclohexane-1,9'-furo[2,3-f]quinazoline]-2'-carboxamide ClC=1C=C2C(=C3C4(NC(NC13)=O)CCCCC4)OC(=C2)C(=O)NCCC(C)C